CC1=CC(=NC=C1)C1=NSC(=N1)NC1=NC=CC=C1C(F)(F)F 3-(4-methyl-pyridin-2-yl)-N-(3-(trifluoro-methyl)pyridin-2-yl)-1,2,4-thiadiazol-5-amine